FC1=CC=C2C=C(C=NC2=C1F)N1S(C(C(C2=C1C=CC=C2)(C)F)(C)C)(=O)=O 1-(7,8-difluoroquinolin-3-yl)-4-fluoro-3,3,4-trimethyl-3,4-dihydro-1H-2,1-benzothiazine 2,2-dioxide